2-((4-(2-(4-chlorophenoxy)acetyl)piperazin-1-yl)methyl)-3-(2-isopropoxy-5-(2-(3-(trifluoromethyl)-5,6-dihydro-[1,2,4]triazolo[4,3-a]pyrazin-7(8H)-yl)acetyl)phenyl)quinazolin-4(3H)-one ClC1=CC=C(OCC(=O)N2CCN(CC2)CC2=NC3=CC=CC=C3C(N2C2=C(C=CC(=C2)C(CN2CC=3N(CC2)C(=NN3)C(F)(F)F)=O)OC(C)C)=O)C=C1